2-(5-fluoro-2-(2-methyl-4-(piperidin-1-yl)-3-(1-(2,2,2-trifluoroethyl)-1H-indazole-3-carboxamido)benzamido)phenyl)acetic acid FC=1C=CC(=C(C1)CC(=O)O)NC(C1=C(C(=C(C=C1)N1CCCCC1)NC(=O)C1=NN(C2=CC=CC=C12)CC(F)(F)F)C)=O